4-(6-((diethoxyphosphoryl)methyl)-1,2,4,5-tetrazin-3-yl)benzoic Acid C(C)OP(=O)(OCC)CC1=NN=C(N=N1)C1=CC=C(C(=O)O)C=C1